N(N)C=1N=NC2=C(NC=3C=CC(=CC23)OC)N1 3-hydrazino-8-methoxyl-5H-[1,2,4]Triazino[5,6-b]Indole